phosphoric acid bis(4-nitrophenyl) ester [N+](=O)([O-])C1=CC=C(C=C1)OP(OC1=CC=C(C=C1)[N+](=O)[O-])(O)=O